C(C1=CC=CC=C1)N1C(O/C(/C1=O)=C(/C=1C=C(C=CC1)C)\C1=CC=CC=C1)=O (E)-3-benzyl-5-(phenyl-(m-tolyl)methylene)oxazolidine-2,4-dione